CC1(CC(CCC1)C(C)OC(COC(=O)C1CC1)(C)C)C cyclopropane-carboxylic acid 2-(1-(3,3-dimethylcyclohexyl) ethoxy)-2-methylpropyl ester